4-heptanone CCCC(CCC)=O